3-(6-(dimethylamino)pyridin-3-yl)-3-(4-(4-(5,6,7,8-tetrahydro-1,8-naphthyridin-2-yl)butyl)thiazol-2-yl)propanoic acid CN(C1=CC=C(C=N1)C(CC(=O)O)C=1SC=C(N1)CCCCC1=NC=2NCCCC2C=C1)C